C1(CC1)S(=O)(=O)C=1C=C(C(=O)N)C=CC1 3-(cyclopropanesulfonyl)benzamide